Cl.CN(C1=CC=C(N=N1)C1=C(C=C2CCN3C(C2=C1)=CN=C3)O)C3CC(NC(C3)(C)C)(C)C 9-(6-(methyl-(2,2,6,6-tetramethylpiperidin-4-yl)amino)pyridazin-3-yl)-5,6-dihydroimidazo[5,1-a]isoquinolin-8-ol hydrochloride salt